N(=[N+]=[N-])CC(=O)C1OC2=CC=C(C=C2CC1)F 2-azido-1-(6-fluorochroman-2-yl)ethanone